amino-5'-benzoyl-5-bromo-2-oxo-6'-phenylspiro[indoline-3,4'-pyran]-3'-carbonitrile NC=1OC(=C(C2(C1C#N)C(NC1=CC=C(C=C12)Br)=O)C(C1=CC=CC=C1)=O)C1=CC=CC=C1